N1CC(C1)S(=O)(=O)N1C2=C(SCC1)C(=CN=C2)C2=CC=C(C#N)C=C2 4-(4-(azetidin-3-ylsulfonyl)-3,4-dihydro-2H-pyrido[4,3-b][1,4]thiazin-8-yl)benzonitrile